NC1CCN(CC1)C(=O)C1(CCN(CC1)C=1C=C(N=NC1)C1=C(C=CC=C1)O)OC1=CC=CC=C1 2-{5-[4-(4-aminopiperidine-1-carbonyl)-4-phenoxypiperidin-1-yl]pyridazin-3-yl}phenol